(2R,3S,4R,5S)-4-[[3-(3,4-Difluoro-2-methoxy-phenyl)-5-(difluoromethyl)-4,5-dimethyl-tetrahydrofuran-2-carbonyl]amino]pyridin-2-carboxamid FC=1C(=C(C=CC1F)[C@H]1[C@@H](O[C@]([C@@H]1C)(C)C(F)F)C(=O)NC1=CC(=NC=C1)C(=O)N)OC